acryloxymethyl-epoxyhexane C(C=C)(=O)OCC1C(CCCC)O1